ClC=1C=C(C(=O)O[C@H](C)CC)C=CC1 |r| (RS)-sec-butyl 3-chlorobenzoate